(S)-6-((4,6-dimethyl-2-oxo-1,2-dihydropyridin-3-yl)methyl)-2-(trans-4-(dimethylamino)cyclohexyl)-2,4-dimethyl-9-(thiazol-5-yl)-7,8-dihydro-[1,3]dioxolo[4,5-g]isoquinolin-5(6H)-one CC1=C(C(NC(=C1)C)=O)CN1C(C=2C(=C3C(=C(C2CC1)C1=CN=CS1)O[C@@](O3)(C)[C@@H]3CC[C@H](CC3)N(C)C)C)=O